CC1=C(N=C(S1)NC=1C=C(C(=O)NCC(F)(F)F)C=CN1)C1=NC=CC=C1 2-(5-methyl-4-(pyridin-2-yl)thiazol-2-ylamino)-N-(2,2,2-trifluoroethyl)isonicotinamide